5-((2-(3-(((2-Chloro-[1,1'-biphenyl]-4-yl)methyl)amino)propylsulfonamido)ethyl)amino)benzo[c][2,6]naphthyridine-8-carboxamide ClC1=C(C=CC(=C1)CNCCCS(=O)(=O)NCCNC1=NC2=C(C3=CN=CC=C13)C=CC(=C2)C(=O)N)C2=CC=CC=C2